(diethylamino)coumarin-3-carbaldehyde C(C)N(CC)C1=C(C(OC2=CC=CC=C12)=O)C=O